butyl-4-[[2-(2-fluoro-5-hydroxy-4-isopropenyl-phenyl)acetyl]amino]pyridine-2-carboxamide C(CCC)C=1C(=NC=CC1NC(CC1=C(C=C(C(=C1)O)C(=C)C)F)=O)C(=O)N